ClC=1N=CC=C2C1N(N=C2NC[C@@H](CN2CC1=CC=CC=C1CC2)O)COCC[Si](C)(C)C (S)-1-((7-chloro-1-((2-(trimethylsilyl)ethoxy)methyl)-1H-pyrazolo[3,4-c]pyridin-3-yl)amino)-3-(3,4-dihydroisoquinolin-2(1H)-yl)propan-2-ol